Methyl 2-hydroxy-4-methyl-6-(neopentyloxy)benzoate OC1=C(C(=O)OC)C(=CC(=C1)C)OCC(C)(C)C